ClC1=CC=C(C=C1)SC1=CC=C(C=C1)N(CCCC(=O)O)C 4-{[4-(4-chlorophenyl-thio)-phenyl]-methylamino}-butyric acid